N-(piperidin-4-yl)-3-(trifluoromethyl)quinolin-5-amine hydrochloride Cl.N1CCC(CC1)NC=1C=2C=C(C=NC2C=CC1)C(F)(F)F